2-methyl-3,4,5-trifluorobromophenol CC1=C(C(=C(C(=C1F)F)F)Br)O